5-oxo-1H,2H-imidazo[1,2-a]quinazolin-1-ylprop-2-yn-1-yl methanesulfonate CS(=O)(=O)OCC#CC1CNC=2N1C1=CC=CC=C1C(N2)=O